Terephthaloyl chloride C(C1=CC=C(C(=O)Cl)C=C1)(=O)Cl